N-[(1R)-1-(3,5-diethoxy-4-ethylphenyl)ethyl]-4-phenylbutan-1-amine C(C)OC=1C=C(C=C(C1CC)OCC)[C@@H](C)NCCCCC1=CC=CC=C1